methyl 8-(naphthalen-1-ylmethyl)-6-oxo-9-(3-(trifluoromethyl)phenyl)-3,4-dihydro-2H,6H-pyrido[1,2-e][1,2,5]thiadiazine-4-carboxylate 1,1-dioxide C1(=CC=CC2=CC=CC=C12)CC=1C(=C2N(C(CNS2(=O)=O)C(=O)OC)C(C1)=O)C1=CC(=CC=C1)C(F)(F)F